8-amino-N-(3-{[(2,2-difluoroethyl)amino]methyl}bicyclo[1.1.1]pentan-1-yl)-6-(4-fluorophenyl)-5-{3-methylimidazo[1,2-a]pyridin-6-yl}imidazo[1,2-a]pyrazine-2-carboxamide NC=1C=2N(C(=C(N1)C1=CC=C(C=C1)F)C=1C=CC=3N(C1)C(=CN3)C)C=C(N2)C(=O)NC23CC(C2)(C3)CNCC(F)F